N-(5-Chloro-6-(2H-1,2,3-triazol-2-yl)pyridin-3-yl)-1-(2-(1-hydroxyethyl)-chinolin-4-yl)-5-(trifluoromethyl)-1H-pyrazol-4-carboxamid ClC=1C=C(C=NC1N1N=CC=N1)NC(=O)C=1C=NN(C1C(F)(F)F)C1=CC(=NC2=CC=CC=C12)C(C)O